CN1C2=C(O[C@@H](C1)C)N=CC(=C2)S(=O)(=O)Cl (R)-1,3-dimethyl-2,3-dihydro-1H-pyrido[2,3-b][1,4]oxazine-7-sulfonyl chloride